(S)-4-Bromo-N-(3-chloro-2-methoxy-5-methylpyridin-4-yl)-5-fluoro-2-((1,1,1-trifluoropropan-2-yl)oxy)benzamide BrC1=CC(=C(C(=O)NC2=C(C(=NC=C2C)OC)Cl)C=C1F)O[C@H](C(F)(F)F)C